N-(2-(1-methylpiperidin-4-yl)ethyl)-3-(((7-(pyridin-4-yl)-2,3-dihydrofuro[3,2-c]pyridin-4-yl)amino)methyl)benzamide CN1CCC(CC1)CCNC(C1=CC(=CC=C1)CNC1=NC=C(C2=C1CCO2)C2=CC=NC=C2)=O